N-(4-(3-amino-6-(1-isobutyrylpiperidin-4-yl)-1-methyl-1H-indazol-4-yl)phenyl)-5-(4-fluorophenyl)-1-methyl-4-oxo-1,4-dihydropyridine-3-carboxamide NC1=NN(C2=CC(=CC(=C12)C1=CC=C(C=C1)NC(=O)C1=CN(C=C(C1=O)C1=CC=C(C=C1)F)C)C1CCN(CC1)C(C(C)C)=O)C